dibenzyl-zirconium (IV) dichloride [Cl-].[Cl-].C(C1=CC=CC=C1)[Zr+2]CC1=CC=CC=C1